COC(=O)N1C=CC=2C1=NC(=CC2F)Cl 6-chloro-4-fluoro-pyrrolo[2,3-b]Pyridine-1-carboxylic acid methyl ester